ClC=1C=CC(=C(CN(C(\C=C/C2=CC=C(C=C2)O)=O)C2CC3=CC=C(C=C3C2)C(NCCC)=O)C1)OCCOC (Z)-N-(5-chloro-2-(2-methoxyethoxy)benzyl)-3-(4-hydroxyphenyl)-N-(5-(N-propylcarbamoyl)-2,3-dihydro-1H-inden-2-yl)acrylamide